N1(CCNCC1)CC=1N2C(SC1)=NC(=C2)C2=C(C=CC=C2)NC(=O)C2=NC1=CC=CC=C1C=C2 N-(2-(3-(1-Piperazinylmethyl)imidazo[2,1-b]thiazol-6-yl)phenyl)-2-quinolinecarboxamide